CCC(C)=O methyl-propanone